4-[2-(4,6-dimethylpyrazolo[1,5-a]pyrazin-2-yl)-4-oxo-3,4-dihydroquinazolin-6-yl]piperazine-1-carboxylic acid tert-butyl ester C(C)(C)(C)OC(=O)N1CCN(CC1)C=1C=C2C(NC(=NC2=CC1)C1=NN2C(C(=NC(=C2)C)C)=C1)=O